2-(1-cyclopropylpyrazol-4-yl)-4-(4,4,5,5-tetramethyl-1,3,2-dioxaborolan-2-yl)-5,6-dihydrothiazine 1,1-dioxide C1(CC1)N1N=CC(=C1)N1S(CCC(=C1)B1OC(C(O1)(C)C)(C)C)(=O)=O